NC=1C=CC(=NC1NC1=CC=NC=C1)N1CCN(C2(CC2)C1)C(=O)OC(C)(C)C tert-butyl 7-{5-amino-6-[(pyridin-4-yl) amino] pyridin-2-yl}-4,7-diazaspiro[2.5]octane-4-carboxylate